NC1=NC(=NC=C1)C=1C=NN(C1OC[C@H](CNC1=C(C=NC(=C1)Cl)C1=NC=C(C=C1)OC(F)F)F)C (S)-N-(3-((4-(4-aminopyrimidin-2-yl)-1-methyl-1H-pyrazol-5-yl)oxy)-2-fluoropropyl)-6'-chloro-5-(difluoromethoxy)-[2,3'-bipyridin]-4'-amine